7-chloro-spiro[benzo[b]azepin-5,2'-[1,3]dioxol]-2(1H)-one ClC1=CC2=C(NC(C=CC23OC=CO3)=O)C=C1